6-bromo-1-cyclobutyl-4-fluoro-1H-indole-2-carboxylic acid BrC1=CC(=C2C=C(N(C2=C1)C1CCC1)C(=O)O)F